3-(4-amino-1-piperidyl)propanenitrile NC1CCN(CC1)CCC#N